4-amino-1-(3-((tert-butyldimethylsilyl)oxy)cycloheptyl)-1H-pyridine NC1=CCN(C=C1)C1CC(CCCC1)O[Si](C)(C)C(C)(C)C